CC1=C(OC=2CCC3=CN(N=C3C21)C[C@H]2OCC2)C(=O)O 8-methyl-2-{[(2S)-oxetan-2-yl]methyl}-4,5-dihydro-2H-furo[2,3-g]indazole-7-carboxylic acid